C(=C)(C)C=1C=2N(N=C(C1)C=1N=C3N(C(C1)=O)C=C(S3)N3CCNCC3)C=C(N2)C 7-(8-isopropenyl-2-methyl-imidazo[1,2-b]pyridazin-6-yl)-2-piperazin-1-yl-thiazolo[3,2-a]pyrimidin-5-one